3-silapentadecane-15-oate CC[SiH2]CCCCCCCCCCCC(=O)[O-]